methyl (S)-1-(1-(4-chlorophenyl)ethyl)-3-(methylcarbamoyl)-1H-pyrazole-5-carboxylate ClC1=CC=C(C=C1)[C@H](C)N1N=C(C=C1C(=O)OC)C(NC)=O